NCC[C@@H](C)NC(OC(C)(C)C)=O 1,1-Dimethylethyl [(1R)-3-amino-1-methylpropyl]carbamate